C1(CC1)C1=CC(=NN1)NC1=NC(=NC=C1)N(C)C1CC2(CN(C2)CC2CC2)C1 N4-(5-cyclopropyl-1H-pyrazol-3-yl)-N2-(2-(cyclopropylmethyl)-2-azaspiro[3.3]hept-6-yl)-N2-methylpyrimidine-2,4-diamine